COC(N[C@@H]([C@@H](C)O)C1=NOC(=N1)C1=C(C(=CC=C1)NC1=C(N=NC(=C1)NC(=O)C1CC1)C(NC([2H])([2H])[2H])=O)OC)=O N-[(1R,2R)-1-{5-[3-({6-cyclopropanecarboxamido-3-[(2H3)methylcarbamoyl]pyridazin-4-yl}amino)-2-methoxyphenyl]-1,2,4-oxadiazol-3-yl}-2-hydroxypropyl]carbamic acid methyl ester